benzyl-(2-hydroxypropyl)-dimethylbutylammonium butyrate C(CCC)(=O)[O-].C(C1=CC=CC=C1)C(CCC)[N+](C)(C)CC(C)O